p-chlorobenzenesulfinic acid ammonium salt [NH4+].ClC1=CC=C(C=C1)S(=O)[O-]